BrC1=CC=CC(=N1)N1C[C@H](N([C@@H](C1)C)C(=O)OC(C)(C)C)C tert-butyl (2R,6R)-4-(6-bromo-2-pyridyl)-2,6-dimethyl-piperazine-1-carboxylate